C(C)C1=NN2C(C=C(C=C2)N)=C1C1=NC(=CC=C1)C1CNCCC1 ethyl-3-[6-(3-piperidyl)-2-pyridyl]pyrazolo[1,5-a]pyridin-5-amine